2,3,6,6-tetramethylcyclohex-2-enecarboxylate CC=1C(C(CCC1C)(C)C)C(=O)[O-]